C(C)OC(=O)C1=C(C2=C(N=CNC2=O)N1C1=C(C=CC=C1)Cl)C 5-methyl-4-oxo-7-(2-chlorophenyl)-4,7-dihydro-3H-pyrrolo[2,3-d]-pyrimidine-6-carboxylic acid ethyl ester